C(C1=CC=CC=C1)OCCCCC=1C(=NC2=CC(=CC=C2C1)C1=NNC=C1)N 3-[4-(benzyloxy)butyl]-7-(1H-pyrazol-3-yl)quinolin-2-amine